C(#N)C1=CC(=C(COC2=CC=CC(=N2)C2=CC=C(C=3CCOC32)CC3=NC2=C(N3C[C@H]3OCC3)C=C(C=C2)C(=O)O)C=C1)F (S)-2-((7-(6-((4-cyano-2-fluorobenzyl)oxy)pyridin-2-yl)-2,3-dihydrobenzofuran-4-yl)methyl)-1-(oxetane-2-ylmethyl)-1H-benzo[d]imidazole-6-carboxylic acid